N-(4-((2-(4-CYANOPHENYL)-3,5-DIOXO-1,2,4-THIADIAZOLIDIN-4-YL)METHYL)BENZYL)-2-(4-ISOBUTYL-PHENYL)PROPANAMIDE C(#N)C1=CC=C(C=C1)N1SC(N(C1=O)CC1=CC=C(CNC(C(C)C2=CC=C(C=C2)CC(C)C)=O)C=C1)=O